C(C)(C)(C)OC(=O)N(C(OC(C)(C)C)=O)C=1N=CC2=CC=C(C(=C2C1)CNC1CC(C1)OC1=C(C=C(C=C1)F)F)F tert-butyl (tert-butoxycarbonyl)(5-((((1r,3r)-3-(2,4-difluorophenoxy)cyclobutyl)amino)methyl)-6-fluoroisoquinolin-3-yl)carbamate